1-bromo-4-((cyclopropylmethyl)sulfonyl)benzene BrC1=CC=C(C=C1)S(=O)(=O)CC1CC1